C1=NC=CC2=CC(=CC=C12)CCC(=O)O 3-(isoquinolin-6-yl)propionic acid